C(C)N(C1=CC=C2C=C(C(OC2=C1)=O)C=CC(=O)C1=C(C=CC(=C1)OC)OC=1C=CC(=C2C1N=NO2)[N+](=O)[O-])CC 7-(diethylamino)-3-[3-(5-methoxy-2-(7-nitrobenzoxadiazole-4-oxy)-phenyl)-3-oxo-1-propenyl]coumarin